3-(Cyclopropylethynyl)-4-(difluoromethoxy)aniline Ethyl-1-((3-ethoxy-3-oxopropanamido)methyl)cyclopropanecarboxylate C(C)OC(=O)C1(CC1)CNC(CC(=O)OCC)=O.C1(CC1)C#CC=1C=C(N)C=CC1OC(F)F